(4-(3-hydroxyoxetan-3-yl)phenyl)(2-((4-(trifluoromethyl)phenyl)sulfonyl)-2,6-dihydropyrrolo[3,4-c]pyrazol-5(4H)-yl)methanone OC1(COC1)C1=CC=C(C=C1)C(=O)N1CC2=NN(C=C2C1)S(=O)(=O)C1=CC=C(C=C1)C(F)(F)F